FC1=CC=C(C=C1)C(N1C[C@@H](N(C[C@H]1C)C1=C2C(=NC(=C1)Cl)N(C(=N2)C)C[C@H]2OCCC2)C)C2=CC=C(C=C2)F 7-((2S,5R)-4-(Bis(4-fluorophenyl)methyl)-2,5-dimethylpiperazin-1-yl)-5-chloro-2-methyl-3-(((S)-tetrahydrofuran-2-yl)methyl)-3H-imidazo[4,5-b]pyridine